ClC=1C=CC=2N(C1)C(=CN2)C2=CN=C(S2)C(=O)NCC2=NC=CC(=C2)NS(=O)(=O)C2CC2 5-{6-chloroimidazo[1,2-a]pyridin-3-yl}-N-[(4-cyclopropanesulfonamidopyridin-2-yl)methyl]-1,3-thiazole-2-carboxamide